2,2,2-trichloroethyl (E)-(1-(6-methyl-4,8-dioxo-1,3,6,2-dioxazaborocan-2-yl)hept-2-en-1-yl)sulfamate CN1CC(OB(OC(C1)=O)C(\C=C\CCCC)NS(OCC(Cl)(Cl)Cl)(=O)=O)=O